(E)-4-allyl-2-(2-hydroxybenzylimino)-6-(2-methylbenzofuran-5-yl)phenol C(C=C)C1=C\C(\C(C(=C1)C=1C=CC2=C(C=C(O2)C)C1)O)=N/CC1=C(C=CC=C1)O